N-[3-chloro-4-[4-(5-hydroxypiperidine-3-carbonyl)piperazine-1-carbonyl]phenyl]-5-[4-(cyanomethoxy)-2,3-difluoro-phenyl]-1-methyl-imidazole-2-carboxamide ClC=1C=C(C=CC1C(=O)N1CCN(CC1)C(=O)C1CNCC(C1)O)NC(=O)C=1N(C(=CN1)C1=C(C(=C(C=C1)OCC#N)F)F)C